Cl.NC1CCC(CC1)CN1C(\C(\C2=CC=C(C=C12)C1=NN(C=C1)C)=C/C=1NC(=CC1C)C)=O (Z)-1-(((1r,4r)-4-aminocyclohexyl)methyl)-3-((3,5-dimethyl-1H-pyrrol-2-yl)methylene)-6-(1-methyl-1H-pyrazol-3-yl)indol-2-one hydrochloride